C(C)OC(=O)C1=CN(C2=CC(=C(C=C2C1=O)Cl)N1CC=2C=NC=CC2C1)C=1C=NC(=CC1)N 1-(6-aminopyridin-3-yl)-6-chloro-4-oxo-7-{1H,3H-pyrrolo[3,4-c]pyridin-2-yl}quinoline-3-carboxylic acid ethyl ester